N1(CCC2(CC1)NCC1=CC=CC=C1C2)C(=O)C2=CC(=NC=C2)NC2CCN(CC2)C(C)=O 1-(4-((4-(1,4-dihydro-2H-spiro[isoquinoline-3,4'-piperidine]-1'-carbonyl)pyridin-2-yl)amino)piperidin-1-yl)ethan-1-one